((((trans)-4-methoxycyclohexyl)amino)phenyl)-1-methyl-2,6-dioxapyrimidine-4-carboxamide CO[C@@H]1CC[C@H](CC1)NC1=C(C=CC=C1)C1=C(NON(O1)C)C(=O)N